C(C1=CC=CC=C1)O[C@@H]1[C@H](N(C[C@@H]([C@H]1OCC1=CC=CC=C1)OCC1=CC=CC=C1)CCC1=CC=CC=C1)CF (2S,3R,4R,5S)-3,4,5-tris(benzyloxy)-2-(fluoromethyl)-1-phenethyl-piperidine